COC(=O)NC=1C=CC(=NC1)OCCN1[C@H](CN(C[C@H]1C)C(=O)OCC1=CC=CC=C1)C (3s,5r)-benzyl 4-(2-((5-((methoxycarbonyl) amino) pyridin-2-yl) oxy) ethyl)-3,5-dimethylpiperazine-1-carboxylate